pyridine-2-thiocarboxylate N1=C(C=CC=C1)C([O-])=S